ClC=1C(=C(C(=CC1)F)[C@@H](NC(=O)C1CC2(C1)NC(N(CC2)C)=O)C2CCCC2)F (S)-N-((3-chloro-2,6-difluorophenyl)(cyclopentyl)methyl)-7-methyl-6-oxo-5,7-diazaspiro[3.5]nonane-2-carboxamide